C(C)(=O)NC1=C(C(=O)N(C)C)C=CC(=C1)Br 2-acetylamino-4-bromo-N,N-dimethylbenzamide